tert-butyl (S)-3-(3-chloro-2-tolyl)-3-(3-cyano-7-quinolylamino)-1-pyrrolidinecarboxylate ClC=1C(=C(C=CC1)C)[C@@]1(CN(CC1)C(=O)OC(C)(C)C)NC1=CC=C2C=C(C=NC2=C1)C#N